Cl.C12(CC3CC(CC(C1)C3)C2)C=2C=C(C=CC2O)C2=CC(=C(C=C2)C=CC(=O)O)CN2CCN(CC2)C 3-(3'-adamantan-1-yl-4'-hydroxy-3-(4-methyl-piperazin-1-ylmethyl)-biphenyl-4-yl)-acrylic acid hydrochloride